[N+](=O)([O-])C(CCC(=O)O)CCCCCCCC(=O)O 4-nitro-dodecanedioic acid